tert-Butyl (S)-(1-(6-chloro-6'-((4-fluoropiperidin-1-yl)methyl)-[3,3'-bipyridin]-4-yl)piperidin-3-yl)carbamate ClC1=CC(=C(C=N1)C=1C=NC(=CC1)CN1CCC(CC1)F)N1C[C@H](CCC1)NC(OC(C)(C)C)=O